NC1=C(C=NN1C=1C=NC(=CC1C)OC1=C(C=CC=C1F)F)C(=O)C1=CC=2C=C3CCN(C(C3=CC2N1)CO)C (5-amino-1-{6-[(2,6-difluorophenyl)oxy]-4-methylpyridin-3-yl}pyrazol-4-yl)[8-(hydroxymethyl)-7-methyl-5,6,7,8-tetrahydro-1H-pyrrolo[3,2-g]isoquinolin-2-yl]methanone